BrC1=CC=CC(=N1)C=1N(C(=C(N1)C1=NC2=C(N1C)C=C1C(=C2)OC(C(O1)(F)F)(F)F)S(=O)(=O)CC)C 2-[2-(6-bromopyridin-2-yl)-5-(ethylsulfonyl)-1-methyl-1H-imidazol-4-yl]-6,6,7,7-tetrafluoro-1-methyl-6,7-dihydro-1H-[1,4]dioxino[2,3-f]benzimidazole